C[C@@H]1N(CCN(C1)C1=C2C(=NC=C1)N(CC2)C(NC2=CC=1C(=NN(N1)C)C=C2)=O)C(=O)OC(C)(C)C tert-butyl (S)-2-methyl-4-(1-((2-methyl-2H-benzo[d][1,2,3]triazol-5-yl)carbamoyl)-2,3-dihydro-1H-pyrrolo[2,3-b]pyridin-4-yl)piperazine-1-carboxylate